N-((6S,7S)-6-((2,3'-difluoro-[1,1'-biphenyl]-3-yl)methyl)-5-(2-hydroxy-2-methylpropanoyl)-5-azaspiro[2.4]heptan-7-yl)ethanesulfonamide FC1=C(C=CC=C1C[C@@H]1N(CC2(CC2)[C@@H]1NS(=O)(=O)CC)C(C(C)(C)O)=O)C1=CC(=CC=C1)F